7-methoxy-4-(4,4,5,5-tetramethyl-1,3,2-dioxaborolan-2-yl)-2H-indazole COC1=CC=C(C2=CNN=C12)B1OC(C(O1)(C)C)(C)C